2-(4-(5-chloro-2-(1H-tetrazol-1-yl)phenyl-2,5-dioxopiperazin-1-yl)-3-phenylpropanamido)benzoate ClC=1C=CC(=C(C1)C1C(N(CC(N1)=O)C1=CC=C(C=C1)CCC(=O)NC1=C(C(=O)[O-])C=CC=C1)=O)N1N=NN=C1